COC(C1=C(C=C(C(=C1)F)Br)N1C2COCC1CC2)=O 4-Bromo-5-fluoro-2-(3-oxa-8-azabicyclo[3.2.1]oct-8-yl)benzoic acid methyl ester